COCC1=CC2=C(C=N1)CN(C2)C(=O)OC(C)(C)C tert-butyl 6-(methoxymethyl)-1,3-dihydro-2H-pyrrolo[3,4-c]pyridine-2-carboxylate